BrC1=C(C=CC=C1)CC(C#N)(C)C 3-(2-bromophenyl)-2,2-dimethylpropionitrile